C(C)(=O)[O-].C(CCCCC)[NH+]1CC(CC1)CCCC 1-Hexyl-3-butylpyrrolidinium acetate